NC1=NC=2C=C(C(=CC2C2=C1C=NN2C)C(=O)N(C)[C@@H]2COCC1=NC=CC=C12)F 4-amino-N-((5S)-5,8-dihydro-6H-pyrano[3,4-b]pyridin-5-yl)-7-fluoro-N,1-dimethyl-1H-pyrazolo[4,3-c]quinoline-8-carboxamide